FC1=C(C=C(C2=C1CC(O2)(C)CI)[C@@H](C)N[S@](=O)C(C)(C)C)F (R)-N-((1R)-1-(4,5-difluoro-2-(iodomethyl)-2-methyl-2,3-dihydrobenzofuran-7-yl)ethyl)-2-methylpropan-2-sulfinamide